(R)-4-((4-(3-hydroxyazetidin-1-yl)-4-oxo-1-(phenylsulfanyl)butan-2-yl)amino)-3-((trifluoro-methyl)sulfonyl)benzenesulfonamide OC1CN(C1)C(C[C@H](CSC1=CC=CC=C1)NC1=C(C=C(C=C1)S(=O)(=O)N)S(=O)(=O)C(F)(F)F)=O